O[C@@H](CO)C1OC(C(=C1O)O)=O 2-[(1S)-1,2-dihydroxyethyl]-3,4-dihydroxy-2H-furan-5-one